C(C)O[Si](CCC(=O)NC(CCCO)=O)(OCC)OCC N-(3-triethoxysilylpropionyl)-4-hydroxybutyramide